COC=1C=C(C=CC1OC)[C@H](C)N[C@H](C(=O)O)CCC(C)(C)C (2S)-2-{[(1S)-1-(3,4-dimethoxyphenyl)ethyl]amino}-5,5-dimethylhexanoic acid